4-cycloheptylpiperazine-1-carboxylic acid [(2s,3s,4e,6s,7s,10s)-7,10-dihydroxy-3,7-dimethyl-12-oxo-2-[(2e,4e)-6-pyridin-3-ylhept-2,4-dien-2-yl]-1-oxododec-4-en-6-yl] ester O[C@]([C@H](/C=C/[C@@H]([C@H](C=O)\C(\C)=C\C=C\C(C)C=1C=NC=CC1)C)OC(=O)N1CCN(CC1)C1CCCCCC1)(CC[C@@H](CC=O)O)C